N1N=CC(=C1)C1=CC2=CC(=CC=C2C=C1)C=1C=NNC1 2,7-bis(1H-pyrazol-4-yl)naphthalene